C1CCN2C1=C(C=1C=CC=CC21)C(=O)N2CC1(C2)CN(CC1(F)F)C(=O)OC(C)(C)C tert-butyl 2-(2,3-dihydro-1H-pyrrolo[1,2-a]indole-9-carbonyl)-8,8-difluoro-2,6-diazaspiro[3.4]octane-6-carboxylate